2-(5-chloro-2-ethoxy-4-methylphenyl)-N-((3-chloropyrazin-2-yl)methyl)propanamide ClC=1C(=CC(=C(C1)C(C(=O)NCC1=NC=CN=C1Cl)C)OCC)C